N(=[N+]=[N-])C1=CC=C(CN(C(OC(C)(C)C)=O)CCOP(=O)(OCC2=CC=CC=C2)OCC2=CC=CC=C2)C=C1 tert-Butyl (4-azidobenzyl)(2-((bis(benzyloxy)phosphoryl)oxy)ethyl)carbamate